3-(1-oxo-5-((4-(pyrimidin-2-yl)piperazin-1-yl)methyl)isoindolin-2-yl)piperidine-2,6-dione O=C1N(CC2=CC(=CC=C12)CN1CCN(CC1)C1=NC=CC=N1)C1C(NC(CC1)=O)=O